(5-(4-(benzo[d]thiazol-5-ylamino)quinolin-6-yl)pyridin-2-yl)(morpholino)methanone S1C=NC2=C1C=CC(=C2)NC2=CC=NC1=CC=C(C=C21)C=2C=CC(=NC2)C(=O)N2CCOCC2